4-((4-aminophenyl)methyl)-3-propylbenzenamine NC1=CC=C(C=C1)CC1=C(C=C(C=C1)N)CCC